C1(=CC(=CC=C1)O[C@@H]1CN(CC1)CC(=O)N1[C@@H](CCC1)C#N)C1=CC=CC=C1 (S)-1-(2-((S)-3-([1,1'-Biphenyl]-3-yloxy)pyrrolidin-1-yl)acetyl)pyrrolidin-2-carbonitril